C1(CCCC1)NC=1C(=CC(=C(C(=O)O)C1)F)F 5-Cyclopentylamino-2,4-difluorobenzoic acid